FC1(CCN(CC1)C1=NC(=CC(=N1)C1=CN=C(S1)C1=C(C=C(C=C1)NS(=O)(=O)CCO)N1CCC2(CC2)CC1)C)F N-(4-(5-(2-(4,4-Difluoropiperidin-1-yl)-6-methylpyrimidin-4-yl)thiazol-2-yl)-3-(6-azaspiro[2.5]octan-6-yl)phenyl)-2-hydroxyethane-1-sulfonamide